C12CN(CC(N1)C2)C2=CC=C(N=N2)C(=O)NC2CCC(CC2)OC2=CC(=C(C=C2)C#N)Cl 6-(3,6-diazabicyclo[3.1.1]heptan-3-yl)-N-((1r,4r)-4-(3-chloro-4-cyanophenoxy)cyclohexyl)pyridazine-3-carboxamide